OCC(C(C)C)C1=NC(=NC(=C1)OC1=CC=CC=C1)NS(=O)(=O)C1=CC=CC=C1 N-[4-[1-(hydroxymethyl)-2-methyl-propyl]-6-phenoxy-pyrimidin-2-yl]benzenesulfonamide